2-(5-fluoro-3-(pyridin-2-ylmethyl)-1H-indol-1-yl)-N,N-dimethylethan-1-amine FC=1C=C2C(=CN(C2=CC1)CCN(C)C)CC1=NC=CC=C1